OC(CCCCCC\C=C/CCCCCCCC(=O)O)C 17-hydroxyoleic acid